N-{[4-(1-methyl-1H-indazole-6-sulfonyl)phenyl]methyl}-1H-pyrazolo[3,4-b]pyridine-5-carboxamide CN1N=CC2=CC=C(C=C12)S(=O)(=O)C1=CC=C(C=C1)CNC(=O)C=1C=C2C(=NC1)NN=C2